N-(6-iodopyridazin-3-yl)-2-(4-fluoropyridin-2-yl)acetamide 2-phosphonioethyl-carbamate [PH3+]CCNC([O-])=O.IC1=CC=C(N=N1)NC(CC1=NC=CC(=C1)F)=O